[N+](=O)([O-])C1=CC(=C(C=C1)N1N=CC=N1)C(F)(F)F (4-nitro-2-(trifluoromethyl)phenyl)-2H-1,2,3-triazole